2,6-diaminopyridine propane-1-carboxylate C(CC)C(=O)O.NC1=NC(=CC=C1)N